ClC=1C=CC(=C(C1)CC#N)S(=O)(=O)N1C[C@]([C@H](C1)S(=O)(=O)C1=CC=C(C=C1)Cl)(CO)O 2-(5-chloro-2-(((3R,4S)-4-((4-chlorophenyl)sulfonyl)-3-hydroxy-3-(hydroxymethyl)pyrrolidin-1-yl)sulfonyl)phenyl)acetonitrile